FC1=C(C2=C(CN(S2)C)C=C1)[N+](=O)[O-] 6-fluoro-2-methyl-7-nitrobenzo[d]isothiazole